1,4-bis[(3-(3-amino-2-hydroxypropyl)-myristylamino)propyl]piperazine NCC(CC(CCNCCCN1CCN(CC1)CCCNCCC(CCCCCCCCCCC)CC(CN)O)CCCCCCCCCCC)O